5-((2-isobutyryl-2-azaspiro[3.3]hept-6-yl)oxy)-N-methyl-7-(trifluoromethyl)thieno[3,2-b]pyridine-3-carboxamide C(C(C)C)(=O)N1CC2(C1)CC(C2)OC2=CC(=C1C(=N2)C(=CS1)C(=O)NC)C(F)(F)F